C1(CC1)C1=NC=NC(=C1C=1N=CC2=C(N1)N(C(C=C2)=O)CC2=C(C=C(C=C2)C=2N(C=C(N2)C(F)(F)F)C(C)C)O)OC 2-(4-cyclopropyl-6-methoxypyrimidin-5-yl)-8-(2-hydroxy-4-(1-isopropyl-4-(trifluoromethyl)-1H-imidazol-2-yl)benzyl)pyrido[2,3-d]pyrimidin-7(8H)-one